4-((4-Cyclopropyl-2-(N-methylmethanesulfonylamino)phenyl)amino)-N-ethoxy-6-((5-fluoropyridin-3-yl)amino)nicotinamide C1(CC1)C1=CC(=C(C=C1)NC1=CC(=NC=C1C(=O)NOCC)NC=1C=NC=C(C1)F)NS(=O)(=O)CC